FC=1C=CC(=NC1)OC=1C(=NC=CC1)C#N ((5-fluoropyridin-2-yl)oxy)pyridinonitrile